[Si](C1=CC=CC=C1)(C1=CC=CC=C1)(C(C)(C)C)O[C@H]1C[C@H](C[C@@H]1F)C(=O)OCC |r| rac-ethyl (1R,3S,4S)-3-((tert-butyldiphenylsilyl)oxy)-4-fluorocyclopentane-1-carboxylate